Methyl 6-[(7-benzyloxy-7-ethoxycarbonyl-8,8,8-trifluoro-3,3-dimethyl-octyl)amino]-3-nitro-5-(trifluoromethyl)pyridine-2-carboxylate C(C1=CC=CC=C1)OC(CCCC(CCNC1=C(C=C(C(=N1)C(=O)OC)[N+](=O)[O-])C(F)(F)F)(C)C)(C(F)(F)F)C(=O)OCC